C12C(C3CC(CC(C1)C3)C2)NC(=O)C=2NC=C(C2)C2=NC=CC=C2 N-(adamantan-2-yl)-4-(pyridin-2-yl)-1H-pyrrole-2-carboxamide